1-{2,2-bis[4-(diethylamino)phenyl]vinyl}-3,3-bis[4-(diethylamino)phenyl]prop-2-en-1-ylium C(C)N(C1=CC=C(C=C1)C(=C[CH+]C=C(C1=CC=C(C=C1)N(CC)CC)C1=CC=C(C=C1)N(CC)CC)C1=CC=C(C=C1)N(CC)CC)CC